O=C1N(C(C2=CC=CC=C12)=O)C[C@@H]([C@@H](C)NC(OC(C)(C)C)=O)CC(C)C tert-butyl ((2R,3S)-3-((1,3-dioxoisoindolin-2-yl)methyl)-5-methylhexan-2-yl)carbamate